OCC(C)(C)NC(=O)C=1C=2C[C@@H]3[C@H](C2N(N1)C1=NC=C(N=C1)C(C(F)(F)F)(F)F)C3 (1aR,5aR)-2-(5-Pentafluoroethyl-pyrazin-2-yl)-1a,2,5,5a-tetrahydro-1H-2,3-diaza-cyclopropa[a]pentalene-4-carboxylic Acid (2-Hydroxy-1,1-dimethyl-ethyl)-amide